C(C)C(CC)CCCC 3-ETHYLHEPTANE